C(=O)(O)C=1C=C(C=CC1)C1=CC=CC=C1 3-carboxyphenyl-benzene